OC1=CN=C(C=C1C(=O)O)C1=CC=C(C=C1)C(F)(F)F 5-hydroxy-2-(4-(trifluoromethyl)phenyl)isonicotinic acid